1-(5-(1-(3-fluorophenyl)azetidin-3-yl)-2,3-dihydro-1H-inden-1-yl)azetidine FC=1C=C(C=CC1)N1CC(C1)C=1C=C2CCC(C2=CC1)N1CCC1